N-(2-(4-((S)-4-cyclopropyl-3-methylpiperazine-1-yl)piperidine-1-yl)-5-((6-((R)-3-(2,6-difluorophenyl)-isoxazolidine-2-yl)pyrimidine-4-yl)amino)-4-methoxyphenyl)acrylamide C1(CC1)N1[C@H](CN(CC1)C1CCN(CC1)C1=C(C=C(C(=C1)OC)NC1=NC=NC(=C1)N1OCC[C@@H]1C1=C(C=CC=C1F)F)NC(C=C)=O)C